FC1=C(C=CC=C1)[C@H]1[C@H](C2=CC=C(C=C2CC1)O)C1=CC=C(C=C1)N1CCC2(CN(C2)C(=O)OC(C)(C)C)CC1 tert-butyl 7-(4-((1S,2R)-2-(2-fluorophenyl)-6-hydroxyl-1,2,3,4-tetrahydronaphthalen-1-yl) phenyl)-2,7-diazaspiro[3.5]nonane-2-carboxylate